P(O)(=O)(OP(=O)(O)OP(=O)(O)O)OC[C@@H]1[C@H]([C@H]([C@@](O1)(N1C=NC=2C(=O)NC(N)=NC12)C)O)O.C=1(C(=CC=C(C1)O)C)C(C)C o-cymen-5-ol methyl-guanosine-5'-triphosphate